(E)-3-(3-chlorobenzenesulfonyl)-1-phenyl-2-propen-1-one ClC=1C=C(C=CC1)S(=O)(=O)/C=C/C(=O)C1=CC=CC=C1